4-[[5-[(6-cyano-4-methyl-3-pyridinyl)oxy]-3-methyl-imidazo[4,5-b]pyridin-7-yl]amino]-N-ethyl-benzenesulfonamide C(#N)C1=CC(=C(C=N1)OC1=CC(=C2C(=N1)N(C=N2)C)NC2=CC=C(C=C2)S(=O)(=O)NCC)C